BrC1=CC=C(COC2=C(C=O)C=C(C=C2)OC)C=C1 2-((4-bromobenzyl)oxy)-5-methoxybenzaldehyde